C(C)(=O)N1CC2=C(CC1)N(N=C2I)C2CCC1(CC(C1)=O)CC2 7-(5-acetyl-3-iodo-6,7-dihydro-4H-pyrazolo[4,3-c]pyridin-1-yl)spiro[3.5]nonan-2-one